(Z)-2-(5-Bromo-2-oxoindolin-3-ylidene)-N-phenylhydrazinecarbothioamide BrC=1C=C2/C(/C(NC2=CC1)=O)=N/NC(NC1=CC=CC=C1)=S